CC1=CC=C(C=C1)S(=O)(=O)OCCOC1=C2CN(C(C2=CC=C1)=O)C1C(NC(CC1)=O)=O 2-((2-(2,6-dioxopiperidin-3-yl)-1-oxoisoindolin-4-yl)oxy)ethyl 4-methyl-benzenesulfonate